C(CCCCCCC\C=C/C\C=C/CCCCC)OC(C=CC=CC=CCCCCCCCCCCCCC)=O eicosatrienoic acid linoleyl ester